C(C)(=O)N[C@H]1CCCCNC(CC[C@H](NC([C@@H](NC1=O)CC(C)C)=O)C(=O)N[C@H](C(=O)C=1SC2=C(N1)C=CC=C2)CCCNC(=N)N)=O (2S,5S,14S)-14-acetamido-N-((S)-1-(benzo[d]thiazol-2-yl)-5-guanidino-1-oxopentan-2-yl)-2-isobutyl-3,8,15-trioxo-1,4,9-triazacyclopentadecane-5-carboxamide